OC1=C(CN2CCN(CCNCC2)CC2=C(C=CC=C2)O)C=CC=C1 1,4-Bis-(2-hydroxy-benzyl)-1,4,7-triazacyclononane